C1(=CC(=CC=C1)NC=1C2=C(N=C(N1)N1C=C(C3=CC=CC=C13)CCN)CCOC2)C2=CC=CC=C2 N-([1,1'-biphenyl]-3-yl)-2-(3-(2-aminoethyl)-1H-indol-1-yl)-7,8-dihydro-5H-pyrano[4,3-d]pyrimidin-4-amine